3,4,5-trifluoro-2'-aminobiphenyl hydrochloride Cl.FC=1C=C(C=C(C1F)F)C1=C(C=CC=C1)N